1-Dodecyl-2-propylpiperidinium cyanid [C-]#N.C(CCCCCCCCCCC)[NH+]1C(CCCC1)CCC